ClCC(CSCC(C)O)O 1-chloro-3-((2-hydroxypropyl)thio)propane-2-ol